C1CCC12CN(CC2)CCNC(O[C@H]2[C@H](NC[C@@H]2O)CC2=CC=C(C=C2)OC)=O (2R,3S,4S)-4-hydroxy-2-[(4-methoxyphenyl) methyl]pyrrolidin-3-yl N-(2-{6-azaspiro[3.4]octan-6-yl}ethyl)carbamate